C[N+]1=C(C=CC2=CC=CC=C12)C 1,2-dimethylquinolin-1-ium